COC(C1=CC(=C(C=C1)S(NCC1=NN(C=C1)C)(=O)=O)C#CC1=CC=C(C=C1)F)=O.FC1=CC=C(C=C1)C#CC=1C=C(C(=O)O)C=CC1S(NCC1=NN(C=C1)C)(=O)=O 3-((4-fluorophenyl)ethynyl)-4-(N-((1-methyl-1H-pyrazol-3-yl)methyl)sulfamoyl)benzoic acid Methyl-3-((4-fluorophenyl)ethynyl)-4-(N-((1-methyl-1H-pyrazol-3-yl)methyl)sulfamoyl)benzoate